1-(4-bromo-5-chloro-2-fluorophenyl)piperazine BrC1=CC(=C(C=C1Cl)N1CCNCC1)F